C(C)C=1C(=CC=C2C=C(C=C(C12)C1=C(C=2N=C(N=C(C2C=N1)N1CCOC[C@H](C1)O)OC[C@]12CCCN2C[C@@H](C1)F)F)OCOC)F (S)-4-(7-(8-ethyl-7-fluoro-3-(methoxymethoxy)naphthalen-1-yl)-8-fluoro-2-(((2R,7aS)-2-fluorotetrahydro-1H-pyrrolizin-7a(5H)-yl)methoxy)pyrido[4,3-d]pyrimidin-4-yl)-1,4-oxazepan-6-ol